3-(pyridin-2-yl)propane-1-thiol N1=C(C=CC=C1)CCCS